3-hydroxy-3-(m-tolyl)isoindolin-1-one OC1(NC(C2=CC=CC=C12)=O)C=1C=C(C=CC1)C